4-(6-(4,4-difluoropiperidine-1-carbonyl)naphthalen-1-yl)-2-fluorobenzoic acid FC1(CCN(CC1)C(=O)C=1C=C2C=CC=C(C2=CC1)C1=CC(=C(C(=O)O)C=C1)F)F